FC1=CC(=C(NC1=O)C)N1CN(C2=C(C1=O)C=C(N=C2)C(F)(F)F)C2=C(C=C(C=C2)OC(F)(F)F)C 3-(5-fluoro-2-methyl-6-oxo-1,6-dihydropyridin-3-yl)-1-(2-methyl-4-(trifluoromethoxy)phenyl)-6-(trifluoromethyl)-2,3-dihydropyrido[3,4-d]pyrimidin-4(1H)-one